3-(4-acetoxy-3,5-dimethylbenzamido)propane-1,2-diyl diacetate 2,2,2-trifluoroacetate FC(C(=O)O)(F)F.C(C)(=O)OCC(CNC(C1=CC(=C(C(=C1)C)OC(C)=O)C)=O)OC(C)=O